(Z)-2-(5-fluoro-2-methyl-1-(3,4,5-trimethoxybenzylidene)-1H-inden-3-yl)-N-(1-methylpyrrolidin-3-yl)acetamide FC=1C=C2C(=C(/C(/C2=CC1)=C/C1=CC(=C(C(=C1)OC)OC)OC)C)CC(=O)NC1CN(CC1)C